ClCSCCC (chloromethyl)(propyl)sulfane